(5-methyl-6-(2-(2,2,2-trifluoroethyl)-4-(trifluoromethyl)phenyl)pyridazin-3-yl)(1-methylpiperidin-3-yl)methanol CC=1C=C(N=NC1C1=C(C=C(C=C1)C(F)(F)F)CC(F)(F)F)C(O)C1CN(CCC1)C